4-(((3aR,5s,6aS)-5-((6-(2,3,5-trifluorophenyl)pyridazin-3-yl)amino)hexahydrocyclopenta[c]pyrrol-2(1H)-yl)methyl)tetrahydro-2H-pyran-4-ol FC1=C(C=C(C=C1F)F)C1=CC=C(N=N1)NC1C[C@@H]2[C@@H](CN(C2)CC2(CCOCC2)O)C1